(S)-N-(benzo[b]thiophen-5-ylmethyl)-4-(6-(3-fluoro-4-methylphenyl)-5H-pyrrolo[3,2-d]pyrimidin-4-yl)piperazine-2-carboxamide S1C2=C(C=C1)C=C(C=C2)CNC(=O)[C@H]2NCCN(C2)C=2C1=C(N=CN2)C=C(N1)C1=CC(=C(C=C1)C)F